1-[(1-ethyl-1H-pyrazol-4-yl)methyl]-3-{2-fluoro-5-[(2R)-2-methylmorpholin-4-yl]-3-(trifluoromethoxy)phenyl}-1,3-dihydro-2H-imidazol-2-one C(C)N1N=CC(=C1)CN1C(N(C=C1)C1=C(C(=CC(=C1)N1C[C@H](OCC1)C)OC(F)(F)F)F)=O